FC1=CC2=C(NC(=N2)C=2C=C(C=CC2)NC2=NC=C(C=N2)C=2N=NC=CC2)C(=C1)F N-(3-(5,7-difluoro-1H-benzo[d]imidazol-2-yl)phenyl)-5-(pyridazin-3-yl)pyrimidin-2-amine